N[C@@H](C)C1=CC=C(C=C1)[C@@H](CC1CC1)N1CCN(CC1)C(=O)OC(C)(C)C tert-Butyl 4-[(1R)-1-[4-[(1S)-1-aminoethyl]phenyl]-2-cyclopropyl-ethyl]piperazine-1-carboxylate